C(C)C1=CC=C(C=C1)C1=C(C(C(N1CCC)=O)(CC(C(C(C(F)(F)F)(F)F)(F)F)(F)F)C)C 5-(4-ethylphenyl)-3,4-dimethyl-3-(2,2,3,3,4,4,5,5,5-nonafluoropentyl)-1-propyl-1,3-dihydro-2H-pyrrol-2-one